(3s,5s)-1-(tert-butoxycarbonyl)-5-(methoxymethyl)pyrrolidine-3-carboxylic acid C(C)(C)(C)OC(=O)N1C[C@H](C[C@H]1COC)C(=O)O